CC(C)(C)OC(=O)NCCOC(=O)OC1=CC=C(C=C1)[N+](=O)[O-] 2-(Tert-butoxycarbonylamino)ethyl (4-nitrophenyl)carbonate